FC=1C(=CC=C2C(=NNC12)C1C(NC(CC1)=O)=O)C1CCN(CC1)CC1CCNCC1 3-[7-fluoro-6-[1-(4-piperidylmethyl)-4-piperidyl]-1H-indazol-3-yl]piperidine-2,6-dione